7-(2-hydroxy-2-methylpropoxy)imidazo[1,2-a]pyridine-3-carboxylic acid OC(COC1=CC=2N(C=C1)C(=CN2)C(=O)O)(C)C